3-hydroxypyranic acid OC=1C(OC=CC1)C(=O)O